BrC=1C=C2C(=CC=NC2=CC1CNC[C@@H](CC)O)Cl (R)-1-(((6-bromo-4-chloroquinolin-7-yl)methyl)amino)butan-2-ol